4,4',4''-tris[phenyl(m-tolyl)amino]Triphenylamine CC1=CC(=CC=C1)N(C2=CC=CC=C2)C3=CC=C(C=C3)N(C4=CC=C(C=C4)N(C5=CC=CC=C5)C6=CC=CC(=C6)C)C7=CC=C(C=C7)N(C8=CC=CC=C8)C9=CC=CC(=C9)C